4-cyano-N-(3-(3-nitrophenyl)-1H-indazol-5-yl)benzamide (S)-tert-butyl(2-methylbutyl)carbamate C(C)(C)(C)N(C(O)=O)C[C@H](CC)C.C(#N)C1=CC=C(C(=O)NC=2C=C3C(=NNC3=CC2)C2=CC(=CC=C2)[N+](=O)[O-])C=C1